[2-[[8-(7-azabicyclo[2.2.1]heptan-7-yl)-6-(oxetan-3-yl)pyrido[3,4-d]pyrimidin-2-yl]amino]-7,8-dihydro-5H-1,6-naphthyridin-6-yl]-[(2S,4R)-4-hydroxy-1-methylpyrrolidin-2-yl]methanone C12CCC(CC1)N2C2=NC(=CC1=C2N=C(N=C1)NC1=NC=2CCN(CC2C=C1)C(=O)[C@H]1N(C[C@@H](C1)O)C)C1COC1